COC=1C=C(C=C2CCN(CC12)C)C=1C=C2C(=NC1)NC=C2 8-Methoxy-2-methyl-6-(1H-pyrrolo[2,3-b]pyridin-5-yl)-1,2,3,4-tetrahydroisoquinoline